NC1=NC=CC(=C1C1=CC=C(C=C1)Cl)C=1C=NN(C1)[C@@H](C(=O)O)C1=CC=C(C=C1)C(F)(F)F (R)-{4-[2-amino-3-(p-chlorophenyl)-4-pyridinyl]-1H-pyrazol-1-yl}[p-(trifluoromethyl)phenyl]acetic acid